N1-(2-(dimethylamino)ethyl)-5-methoxy-N1-methyl-N4-(4-(spiro[cyclobutane-1,3'-pyrrolo[3,2-b]pyridin]-1'(2'H)-yl)pyrimidin-2-yl)benzene-1,2,4-triamine CN(CCN(C=1C(=CC(=C(C1)OC)NC1=NC=CC(=N1)N1CC2(C3=NC=CC=C31)CCC2)N)C)C